OCC1=C(C2=CC=CC=C2C=C1)C1=C(SC=C1)C=O 3-(2-(hydroxymethyl)naphthalen-1-yl)thiophene-2-carbaldehyde